(1R)-1-acetamido-2-(3-hydroxyphenyl)ethylboronic acid C(C)(=O)N[C@@H](CC1=CC(=CC=C1)O)B(O)O